4-(2-fluorophenyl)-6-hexylquinolin FC1=C(C=CC=C1)C1=CC=NC2=CC=C(C=C12)CCCCCC